C(C1=CC=CC=C1)OC1=C(C=C2C(=NC=NC2=C1)NCCCCNS(=O)(=O)NC(OC(C)(C)C)=O)OC tert-butyl (N-(4-((7-(benzyloxy)-6-methoxyquinazolin-4-yl)amino)butyl)sulfamoyl)carbamate